N-[2-(4-{[(3R)-1-methylpiperidin-3-yl]amino}phthalazin-1-yl)-5-(trifluoromethyl)phenyl]acetamide CN1C[C@@H](CCC1)NC1=NN=C(C2=CC=CC=C12)C1=C(C=C(C=C1)C(F)(F)F)NC(C)=O